(N-methyl-perfluoro-sulfamide) ethyl-acrylate C(C)OC(C=C)=O.CN(S(=O)(=O)N(F)F)F